tert-Butyl (E)-3-(quinolin-3-yl)acrylate N1=CC(=CC2=CC=CC=C12)/C=C/C(=O)OC(C)(C)C